hydroxydodecanoyloxysodium OCCCCCCCCCCCC(=O)O[Na]